NC1=C(C(=NC=N1)OC1=C(C=C(C=C1)NC(=O)C=1C=NN(C1C(F)(F)F)C=1C=NC=NC1)F)Cl N-[4-(6-amino-5-chloropyrimidin-4-yl)oxy-3-fluorophenyl]-1-pyrimidin-5-yl-5-(trifluoromethyl)pyrazole-4-carboxamide